(S)-4-(1-(3-(ethoxymethyl)-3-(2-(5-fluoropyridin-2-yl)ethyl)pyrrolidin-1-yl)cyclopropyl)-5,6,7,8-tetrahydro-isoquinoline C(C)OC[C@@]1(CN(CC1)C1(CC1)C1=CN=CC=2CCCCC12)CCC1=NC=C(C=C1)F